(S)-N1-phenylhexane-1,2-diamine C1(=CC=CC=C1)NC[C@H](CCCC)N